tert-butyl 5-((5-carbamoyl-2-((6-isopropyl-5-oxo-5,6,7,8-tetrahydro-4H-pyrazolo[1,5-d][1,4]diazepin-2-yl)amino)pyrimidin-4-yl)amino)-3,4-dihydroisoquinoline-2(1H)-carboxylate C(N)(=O)C=1C(=NC(=NC1)NC1=NN2CCN(C(CC2=C1)=O)C(C)C)NC1=C2CCN(CC2=CC=C1)C(=O)OC(C)(C)C